OC1(CCC(CC1)NC(=O)[C@H]1CCN(C2(CC2)C1)C(=O)C1=NNC(=C1)C1=NC=NC(=C1)C)C(F)(F)F (S)-N-((1r,4S)-4-hydroxy-4-(trifluoromethyl)cyclohexyl)-4-(5-(6-methylpyrimidin-4-yl)-1H-pyrazole-3-carbonyl)-4-azaspiro[2.5]octane-7-carboxamide